monochloropyrazino[2,3-D]pyridazine ClC=1C=NC=2C(=CN=NC2)N1